6-{3,6-diazabicyclo[3.1.1]heptan-6-yl}-N-(3-methyl-4-{[1,2,4]triazolo[1,5-a]pyridin-7-yloxy}phenyl)pyrido[3,2-d]pyrimidin-4-amine C12CNCC(N1C=1C=CC=3N=CN=C(C3N1)NC1=CC(=C(C=C1)OC1=CC=3N(C=C1)N=CN3)C)C2